The molecule is a glycosylfucose consisting of an alpha-D-galactopyranose residue and an alpha-L-fucopyranose residue joined in sequence by a (1->4) glycosidic bond. It derives from an alpha-L-fucose and an alpha-D-galactose. C[C@H]1[C@H]([C@H]([C@@H]([C@@H](O1)O)O)O)O[C@@H]2[C@@H]([C@H]([C@H]([C@H](O2)CO)O)O)O